FC1(CC(C1)C(=O)N[C@@H]1CN(C[C@H]1NC(=O)C1CC(C1)(F)F)C(=O)OC(C)(C)C)F tert-butyl (3R,4R)-3,4-bis(3,3-difluorocyclobutaneamido)pyrrolidine-1-carboxylate